7,8-dimethyl-2-(trifluoromethyl)-3-[1-(3,3,3-trifluoropropyl)-1H-pyrazol-4-yl]-4H-pyrimido[1,2-b]pyridazin-4-one CC=1C(=CC=2N(N1)C(C(=C(N2)C(F)(F)F)C=2C=NN(C2)CCC(F)(F)F)=O)C